C(C)(C)(C)OC(=O)N1CCN(CC1)C1CCC(CC1)N1N=C(C=2C1=NC=NC2N)Br 4-((1r,4r)-4-(4-amino-3-bromo-1H-pyrazolo[3,4-d]pyrimidin-1-yl)cyclohexyl)piperazine-1-carboxylic acid tert-butyl ester